2-((2S)-4-(7-(8-chloro-7-fluoronaphthalen-1-yl)-2-((1-isopropylpiperidin-3-yl)oxy)-5,6,7,8-tetrahydropyrido[3,4-d]pyrimidin-4-yl)-1-(2-fluoroacryloyl)piperazin-2-yl)acetonitrile ClC=1C(=CC=C2C=CC=C(C12)N1CC=2N=C(N=C(C2CC1)N1C[C@@H](N(CC1)C(C(=C)F)=O)CC#N)OC1CN(CCC1)C(C)C)F